NCCCN1C(CCC1)C=1C=C(C(=O)NC2=CC=C(C=C2)S(=O)(=O)N2CCN(CC2)C2=NC(=CC(=C2)C(F)(F)F)Cl)C=CC1 3-[1-(3-Aminopropyl)pyrrolidin-2-yl]-N-[4-[4-[6-chloro-4-(trifluoromethyl)-2-pyridyl]piperazin-1-yl]sulfonylphenyl]benzamide